2-(2,4,5,6-tetrakis(10-methylphenazin-5(10H)-yl)-[1,1'-biphenyl]-3-yl)benzo[d]oxazole CN1C2=CC=CC=C2N(C=2C=CC=CC12)C1=C(C(=C(C(=C1C=1OC2=C(N1)C=CC=C2)N2C=1C=CC=CC1N(C1=CC=CC=C21)C)N2C=1C=CC=CC1N(C1=CC=CC=C21)C)N2C=1C=CC=CC1N(C1=CC=CC=C21)C)C2=CC=CC=C2